tert-butyl (1S,4S)-5-(7-fluoro-1-methyl-5-nitro-1H-indazol-4-yl)-2,5-diazabicyclo[2.2.1]heptane-2-carboxylate FC=1C=C(C(=C2C=NN(C12)C)N1[C@@H]2CN([C@H](C1)C2)C(=O)OC(C)(C)C)[N+](=O)[O-]